ClC=1C=C(C=CC1OC(F)(F)F)N1C=NC(=C1)[N+](=O)[O-] 1-(3-chloro-4-(trifluoromethoxy)phenyl)-4-nitro-1H-imidazole